C(C)(C)(C)OC(=O)N1C(C2(C1)CNC2)C2=CC=C1C(=N2)NC(=N1)C1=C(C2=C(NC1=O)SC=C2)N (2-(4-amino-6-oxo-6,7-dihydrothieno[2,3-b]pyridin-5-yl)-3H-imidazo[4,5-b]pyridin-5-yl)-2,6-diazaspiro[3.3]heptane-2-carboxylic acid tert-butyl ester